C1C(=CC=C2C1=CC=CC=C2)O benzo[7]annulen-2-ol